C(C)(C)(C)OC(=O)NC1=C(C(=O)N2CCC(CC2)C2=C3C(=NC=C2F)NC(=C3)C3CN(C3)C(=O)OC(C)(C)C)C=CC(=C1)OC(F)(F)F tert-butyl 3-[4-(1-{2-[(tert-butoxycarbonyl)amino]-4-(trifluoromethoxy)benzoyl}piperidin-4-yl)-5-fluoro-1H-pyrrolo[2,3-b]pyridin-2-yl]azetidine-1-carboxylate